ClC=1N=C(C2=C(N1)N(C=C2)[C@H]2[C@@H]([C@@H]([C@H](O2)COCP(O)(=O)OC=2C=NC=CC2)O)O)NC2CCCC2 [(2R,3S,4R,5R)-5-[2-chloro-4-(cyclopentyl-amino)pyrrolo[2,3-d]-pyrimidin-7-yl]-3,4-dihydroxy-tetrahydro-furan-2-yl]methoxy-methyl-(3-pyridyloxy)-phosphinic acid